1-(4-{[6-(5-Chloro-2-Fluorophenyl)-3-Methylpyridazin-4-yl]Amino}Quinolin-7-yl) 3-Oxetan-3-yl 4-[2-(1-Methylpiperidin-4-yl)Ethyl]Piperazin-1,3-Dicarboxylat CN1CCC(CC1)CCN1C(CN(CC1)C(=O)OC1=CC=C2C(=CC=NC2=C1)NC1=C(N=NC(=C1)C1=C(C=CC(=C1)Cl)F)C)C(=O)OC1COC1